2-chloro-N-[[2'-[(cyanoamino)sulfonyl][1,1'-biphenyl]-4-yl]methyl]-N-[(4-methylphenyl)methyl]benzamide ClC1=C(C(=O)N(CC2=CC=C(C=C2)C)CC2=CC=C(C=C2)C2=C(C=CC=C2)S(=O)(=O)NC#N)C=CC=C1